C(C(=O)OCCC(C=C(C(C)C)C)C)(=O)OCC ethyl (3,5,6-trimethylhept-4-en-1-yl) oxalate